benzyl (1S,2S,3S,5S)-2-(tert-butyldimethylsilyloxy)bicyclo[3.1.0]hexan-3-ylcarbamate [Si](C)(C)(C(C)(C)C)O[C@H]1[C@H]2C[C@H]2C[C@@H]1NC(OCC1=CC=CC=C1)=O